CC1=C(C=CC=C1B1OC(C(O1)(C)C)(C)C)NC(=O)C1=CCCCC1 N-(2-methyl-3-(4,4,5,5-tetramethyl-1,3,2-dioxaborolan-2-yl)phenyl)cyclohex-1-enecarboxamide